N1(C(=O)NC(=O)C1)CC(=O)O hydantoinacetic acid